C(C)(C)(C)OC(=O)N1CCN(CC1)C1=NC=C(C(=N1)C)OC(=O)OC(C)(C)C 4-(5-((tert-Butoxycarbonyl)oxy)-4-methylpyrimidin-2-yl)piperazine-1-carboxylic acid tert-butyl ester